ClC1=CC(=C(C(=O)NC2=CC=C(C(=O)O)C=C2)C=C1Cl)OC1=CC=C(C=C1)OC(F)(F)F 4-(4,5-dichloro-2-(4-(trifluoromethoxy)phenoxy)benzoylamino)benzoic acid